5-{2,5-dimethyl-7-[propyl({[4-(pyrimidin-5-yl)phenyl]methyl})amino]pyrazolo[1,5-a]pyrimidin-3-yl}-N,N,4-trimethylpyridin-2-amine CC1=NN2C(N=C(C=C2N(CC2=CC=C(C=C2)C=2C=NC=NC2)CCC)C)=C1C=1C(=CC(=NC1)N(C)C)C